N[C@@H](CCCNC(N)=N)C(=O)SC#N arginine, thiocyanate